C(C=C)N(CC=C)CCC1=CNC2=CC=CC=C12 N-allyl-N-[2-(1H-indol-3-yl)ethyl]propan-2-en-1-amine